3-(1H-pyrrolo[3,2-c]pyridine-2-yl)-1H-indazole N1C(=CC=2C=NC=CC21)C2=NNC1=CC=CC=C21